(1r,4r)-4-methoxycyclohexylamine COC1CCC(CC1)N